3-(2-(dimethylamino)ethoxy)-1H-indole-2-carboxylic acid lithium salt [Li+].CN(CCOC1=C(NC2=CC=CC=C12)C(=O)[O-])C